BrC=1C=C2C=3CC(CC(C3NC2=CC1)NC(OC(C)(C)C)=O)C(N(C)C)=O Tert-Butyl (6-bromo-3-(dimethylcarbamoyl)-2,3,4,9-tetrahydro-1H-carbazol-1-yl)carbamate